p-toluenesulfonic acid propynyl ester C(#CC)OS(=O)(=O)C1=CC=C(C)C=C1